(6-fluoro-2-methylpyridin-3-yl)boric acid FC1=CC=C(C(=N1)C)OB(O)O